ClC1=C(C=CC(=C1)N1C[C@@](CCC1)(CCC1=CC(=CC=C1)C(F)(F)F)N(C)C)S(=O)(=O)NC1=NC=NC=C1 (S)-2-Chloro-4-(3-(dimethylamino)-3-(3-(trifluoromethyl)phenethyl)piperidin-1-yl)-N-(pyrimidin-4-yl)benzenesulfonamide